(R)-N-(Benzofuran-4-ylmethyl)-4-(2-fluoropyridin-4-yl)-2-methylpiperazine-1-carboxamide O1C=CC2=C1C=CC=C2CNC(=O)N2[C@@H](CN(CC2)C2=CC(=NC=C2)F)C